2-(4-fluorophenyl)-3-[(4-methylphenyl)methoxy]-4H-1-benzopyran-4-one FC1=CC=C(C=C1)C=1OC2=C(C(C1OCC1=CC=C(C=C1)C)=O)C=CC=C2